BrC1=CC=CC(=N1)N1CC=2C(=NC=CC2C1=O)C1=C(C=CC=C1OC)F 2-(6-Bromopyridin-2-yl)-4-(2-fluoro-6-methoxyphenyl)-2,3-dihydro-1H-pyrrolo[3,4-c]pyridin-1-one